1-[4-(3-chloro-4-fluorophenyl)piperidin-1-yl]-2-{3-[(2R,6S)-2,6-dimethylmorpholine-4-carbonyl]-5,6-dihydrocyclopenta[c]pyrazol-1(4H)-yl}ethan-1-one ClC=1C=C(C=CC1F)C1CCN(CC1)C(CN1N=C(C2=C1CCC2)C(=O)N2C[C@H](O[C@H](C2)C)C)=O